C(C)OC(C[C@@H](C1=CC=C(C=C1)Cl)N1[C@@](C2=CC=C(C=C2C1=O)C(C)=O)(OCC1(CC1)CO)C1=CC=C(C=C1)Cl)=O (S)-3-((R)-5-acetyl-1-(4-chlorophenyl)-1-((1-(hydroxymethyl)cyclopropyl)methoxy)-3-oxoisoindolin-2-yl)-3-(4-chlorophenyl)propanoic acid Ethyl ester